C(CC)NC(CCCCCCCCCCC(=O)NCC(=O)O)=O 12-propylamino-12-oxolauramidoacetic acid